N-(3-formamido-4-oxo-6-benzenesulfinyl-4H-7-benzopyranyl)methanesulfonamide sodium salt [Na].C(=O)NC1=COC2=C(C1=O)C=C(C(=C2)NS(=O)(=O)C)S(=O)C2=CC=CC=C2